Zinc(II) acetate dihydrate O.O.C(C)(=O)[O-].[Zn+2].C(C)(=O)[O-]